N=1C=NN2C1C=C(C=C2)OC2=CC(=C(C=C2F)NC2=NC=NC1=CC=C3C(=C21)OC[C@@H]2N3CCNC2)F (R)-N-(4-([1,2,4]triazolo[1,5-a]pyridin-7-yloxy)-2,5-difluorophenyl)-6,6a,7,8,9,10-hexahydropyrazino[1',2':4,5][1,4]oxazino[2,3-f]quinazolin-4-amine